C(C)C=1C2=C(C(N(N1)CC(=O)NC=1OC=CN1)=O)SC(=C2)NC 2-[4-Ethyl-2-(methylamino)-7-oxo-6H,7H-thieno[2,3-d]pyridazin-6-yl]-N-(1,3-oxazol-2-yl)acetamide